COC(C(C)(C)C1=NC=C(C(=N1)OC)Br)=O.FC(C=1C(=NN(C1)C)C(=O)N([C@@H](CC1=C(C=C(C=C1Cl)Cl)Cl)C)OC)F 4-(difluoromethyl)-N-methoxy-1-methyl-N-[(1R)-1-methyl-2-(2,4,6-trichlorophenyl)ethyl]pyrazole-3-carboxamide methyl-2-(5-bromo-4-methoxypyrimidin-2-yl)-2-methylpropanoate